(R)-6-(1H-pyrazol-1-yl)-1,4-oxazepane hydrochloride Cl.N1(N=CC=C1)[C@@H]1CNCCOC1